2-(6-(5-chloro-1-((6-(4-fluoro-3-methoxyphenyl)pyridin-3-yl)methyl)-1H-indazole-7-carboxamido)spiro[3.3]heptan-2-yl)acetic acid ClC=1C=C2C=NN(C2=C(C1)C(=O)NC1CC2(CC(C2)CC(=O)O)C1)CC=1C=NC(=CC1)C1=CC(=C(C=C1)F)OC